C(C(C)(C)C)(=O)OC(C)(C)C tertiary-butyl pivalate